C1(CC1)C1CNC=2C(=CC=C3C=C(N1C32)C3=NC2=C(N3C)C(=CC(=C2)C(=O)O)F)S(=O)(=O)C 2-(11-cyclopropyl-7-methylsulfonyl-1,9-diazatricyclo[6.3.1.04,12]dodeca-2,4,6,8(12)-tetraen-2-yl)-7-fluoro-1-methyl-benzimidazole-5-carboxylic acid